4-(2-((S)-2-phenylpyrrolidin-1-yl)-7-azaspiro[3.5]non-7-yl)benzamide C1(=CC=CC=C1)[C@H]1N(CCC1)C1CC2(C1)CCN(CC2)C2=CC=C(C(=O)N)C=C2